5-[3,5-Bis(trifluoromethyl)phenyl]-1H-tetrazole FC(C=1C=C(C=C(C1)C(F)(F)F)C1=NN=NN1)(F)F